C(C1=CC(C(=O)OCCC(C)C)=CC=C1)(=O)OCCC(C)C di(isopentyl) isophthalate